CC(C=O)CC1=CC=C(C=C1)OC 2-Methyl-3-(para-methoxyphenyl)-propanal